C(CCC)S(=O)(=O)[O-].C(CCC)N1C=[N+](C=C1)C 1-butyl-3-methylimidazolium butanesulfonate